((3-bromo-2,6-dichlorophenyl)imino)dimethyl-lambda6-Thioketone BrC=1C(=C(C(=CC1)Cl)N=S(C)(C)=C=O)Cl